N1(N=CC=C1)C1=CC=C(C=N1)NC(=O)C1CC12CCN(CC2)C(=O)O.C(C)(C)C2=C(OCC(=O)C)C=CC=C2 1-(2-isopropylphenoxy)acetone 1-((6-(1H-pyrazol-1-yl)pyridin-3-yl)carbamoyl)-6-azaspiro[2.5]octane-6-carboxylate